6-(6-fluoro-2-(((3R,4S)-3-fluoro-1-(oxetan-3-yl)piperidin-4-yl)amino)-4-methoxypyrrolo[2,1-f][1,2,4]triazin-5-yl)-N-methylimidazo[1,2-a]pyrimidine-3-carboxamide FC=1C(=C2C(=NC(=NN2C1)N[C@@H]1[C@@H](CN(CC1)C1COC1)F)OC)C=1C=NC=2N(C1)C(=CN2)C(=O)NC